C(C1=CC=CC=C1)OC(=O)C1NC(C1)=O (-)-4-oxo-2-azetidinecarboxylic acid benzyl ester